(E)-1-1-methoxypropoxy-hex-3-ene COC(CC)OCC\C=C\CC